O=C1NC(CCC1N1C(C2=CC(=C(C=C2C1=O)F)N1CC2CCC(C1)N2CC2CCNCC2)=O)=O 2-(2,6-dioxopiperidin-3-yl)-5-fluoro-6-(8-(piperidin-4-ylmethyl)-3,8-diazabicyclo[3.2.1]octane-3-yl)isoindoline-1,3-dione